(3'R,4'S,5'R)-4'-(3-Chloro-2-fluorophenyl)-2''-oxo-6''-propyldispiro[cyclohexane-1,2'-pyrrolidine-3',3''-indoline]-5'-carboxylic acid ClC=1C(=C(C=CC1)[C@H]1[C@@H](NC2(CCCCC2)[C@@]12C(NC1=CC(=CC=C21)CCC)=O)C(=O)O)F